BrC1=C(OC=2C=C(N)C=CC2C)C=CC=C1 3-(2-bromophenoxy)-4-methylaniline